C(C)[C@H]1[C@H](C2=CC=C(C=C2CC1)O)C1=CC=C(C=C1)N1CCC(CC1)C=O 1-(4-((1S,2R)-2-ethyl-6-hydroxy-1,2,3,4-tetrahydronaphthalen-1-yl)phenyl)piperidine-4-carbaldehyde